(S)-11-((1-((3,3-difluorocyclobutyl)amino)cyclopropyl)methyl)-4-ethyl-8-fluoro-4-hydroxy-1H-pyrano[3',4':6,7]indolizino[2,1-b]quinoline-3,6,14(4H,11H,12H)-trione FC1(CC(C1)NC1(CC1)CN1C2=C(C(C3=CC(=CC=C13)F)=O)C1=CC3=C(C(N1C2)=O)COC([C@]3(O)CC)=O)F